C(C)(C)(C)OC([C@H](CC1=CC(=CC=C1)C=O)[C@@H]1CN(CC1)C(=O)OC(C)(C)C)=O tert-butyl (R)-3-((R)-1-(tert-butoxy)-3-(3-formylphenyl)-1-oxopropane-2-yl)pyrrolidine-1-carboxylate